N-(3-chloro-5-(methylsulfonamido)phenyl)-5-methyl-4-(5-(methylsulfonyl)pyrimidin-2-yl)thiophene-2-carboxamide ClC=1C=C(C=C(C1)NS(=O)(=O)C)NC(=O)C=1SC(=C(C1)C1=NC=C(C=N1)S(=O)(=O)C)C